1-ethylmethoxy-3-methylimidazole C(C)CON1CN(C=C1)C